C1=NC=C2CNCC=C21 4,6-dihydropyrrolo[3,4-c]pyridine